4-(3-chloroazetidin-1-yl)-8-fluoro-2-(((2R,7aS)-2-fluorotetrahydro-1H-pyrrolizin-7a(5H)-yl)methoxy)-7-(naphthalen-1-yl)pyrido[4,3-d]pyrimidine ClC1CN(C1)C=1C2=C(N=C(N1)OC[C@]13CCCN3C[C@@H](C1)F)C(=C(N=C2)C2=CC=CC1=CC=CC=C21)F